2-methyl-4-[4-(pyridin-2-yl)-1H-1,2,3-triazol-1-yl]phenyl α-D-mannopyranoside O([C@@H]1[C@@H](O)[C@@H](O)[C@H](O)[C@H](O1)CO)C1=C(C=C(C=C1)N1N=NC(=C1)C1=NC=CC=C1)C